N-(3,3-difluorocyclobutyl)-5-(3-(difluoromethyl)imidazo[1,2-a]pyridin-6-yl)-7H-pyrrolo[2,3-d]pyrimidin-2-amine FC1(CC(C1)NC=1N=CC2=C(N1)NC=C2C=2C=CC=1N(C2)C(=CN1)C(F)F)F